tert-butyl 3-(4-(1-(2,6-dioxopiperidin-3-yl)-3-methyl-2-oxo-2,3-dihydro-1H-benzo[d]imidazol-4-yl)piperazin-1-yl)azetidine-1-carboxylate O=C1NC(CCC1N1C(N(C2=C1C=CC=C2N2CCN(CC2)C2CN(C2)C(=O)OC(C)(C)C)C)=O)=O